tert-butyl 6-chloro-3-[1-(2-hydroxy-3,6-dimethyl-4-oxoquinazolin-8-yl)ethylamino]pyridine-2-carboxylate ClC1=CC=C(C(=N1)C(=O)OC(C)(C)C)NC(C)C=1C=C(C=C2C(N(C(=NC12)O)C)=O)C